C(C)C1=CC=C(C=C1)[C@@H]1OCC[C@@H](O1)CO |r| (+-)-cis-(2-(4-ethylphenyl)-1,3-dioxan-4-yl)methanol